CCOC(CC=C)=O beta-ethyl-vinyl-acetate